OC(CC)O monohydroxyn-propanol